3,7-dimethyl-8-(methylsulfonyl)-1-(prop-2-yn-1-yl)-1H-purine-2,6(3H,7H)-dione CN1C(N(C(C=2N(C(=NC12)S(=O)(=O)C)C)=O)CC#C)=O